CN1C([C@@]2(C=3C1=NC=C(C3)Br)CC3=CC=C(C=C3C2)C(=O)O)=O.C(CCC)C(C(=O)O)CC2=CC(=C(C(=C2)C(C)(C)C)O)C(C)(C)C.C2(=CC=CC=C2)O phenol Butyl-3-(3,5-ditert-butyl-4-hydroxyphenyl)propanoate methyl-(S)-5'-bromo-2'-oxo-1,1',2',3-tetrahydrospiro[indene-2,3'-pyrrolo[2,3-b]pyridine]-5-carboxylate